(4-(methacryloyloxy)phenyl)(phenyl)iodonium C(C(=C)C)(=O)OC1=CC=C(C=C1)[I+]C1=CC=CC=C1